C(CCC)OCCC(=O)N(C)C 3-butoxy-N,N-dimethyl-propaneamide